ethyl 2-(2-((6-chloro-[1,2,4]triazolo[4,3-a]pyridin-3-yl)methoxy)phenyl)acetate ClC=1C=CC=2N(C1)C(=NN2)COC2=C(C=CC=C2)CC(=O)OCC